11-(4-(diisopropylamino)butyl)heneicosane-1,11,21-triol C(C)(C)N(CCCCC(CCCCCCCCCCO)(CCCCCCCCCCO)O)C(C)C